3-(4-(3-(4-aminopiperidin-1-yl)azetidin-1-yl)-3-fluorophenyl)piperidine-2,6-dione NC1CCN(CC1)C1CN(C1)C1=C(C=C(C=C1)C1C(NC(CC1)=O)=O)F